4-METHYLPHENYL ACETATE C(C)(=O)OC1=CC=C(C=C1)C